4-Amino-N-(1-((3-chloro-2-fluorophenyl)amino)-6-methylisoquinolin-5-yl)thieno[3,2-d]pyrimidine-7-carboxamide NC=1C2=C(N=CN1)C(=CS2)C(=O)NC2=C1C=CN=C(C1=CC=C2C)NC2=C(C(=CC=C2)Cl)F